C(C(O)CC(=O)O)(=O)O (3R,5S)-malic acid